1-((1,3-dimethyl-1H-pyrazol-4-yl)sulfonyl)-3,3-dimethylpiperidine-4-carboxamide CN1N=C(C(=C1)S(=O)(=O)N1CC(C(CC1)C(=O)N)(C)C)C